tert-butyl ((S)-1-((2S,4R)-2-(((R)-1-(4-cyanophenyl)-2-hydroxyethyl)carbamoyl)-4-hydroxypyrrolidin-1-yl)-3,3-dimethyl-1-oxobutan-2-yl)carbamate C(#N)C1=CC=C(C=C1)[C@H](CO)NC(=O)[C@H]1N(C[C@@H](C1)O)C([C@H](C(C)(C)C)NC(OC(C)(C)C)=O)=O